NC1=C(C(N(C2=CC(=CC=C12)I)CC1=C(C=CC=C1)Cl)=O)C(=O)OC methyl 4-amino-1-((2-chlorophenyl)methyl)-7-iodo-2-oxo-1,2-dihydroquinoline-3-carboxylate